1-(4-bromophenyl)-4-(pyrrolidin-1-yl)piperidine BrC1=CC=C(C=C1)N1CCC(CC1)N1CCCC1